ClC1=NC=C(C(=C1)F)Cl 2,5-dichloro-4-fluoro-pyridine